tert-Butyl (S,E)-(8-hydroxy-2-methyloct-5-en-4-yl)carbamate OCC/C=C/[C@H](CC(C)C)NC(OC(C)(C)C)=O